(4-(methylamino)piperidin-1-yl)(3-(6-morpholino-1H-benzo[d]imidazol-2-yl)-1H-indazol-5-yl)methanone CNC1CCN(CC1)C(=O)C=1C=C2C(=NNC2=CC1)C1=NC2=C(N1)C=C(C=C2)N2CCOCC2